trans-3-aminocycloheptanol hydrochloride Cl.N[C@@H]1C[C@H](CCCC1)O